5-chloro-2-[[5-[chloro(difluoro)methyl]-2-[(4-methoxyphenyl)methyl]pyrazol-3-yl]methyl]pyrimidine ClC=1C=NC(=NC1)CC=1N(N=C(C1)C(F)(F)Cl)CC1=CC=C(C=C1)OC